C1(CC1)C=1N=NN(C1C=1C=CC=NC1)C 5-(4-cyclopropyl-1-methyl-1H-1,2,3-triazol-5-yl)pyridine